1,3-thiazol-4-carboxylic acid S1C=NC(=C1)C(=O)O